trans-2-(4-((4-(3-Isopropyl-1,2,4-oxadiazol-5-yl)pyridin-2-yl)((4-(4-methoxy-3-methylphenyl)bicyclo[2.2.2]octan-1-yl)methyl)carbamoyl)cyclohexyl)acetic acid C(C)(C)C1=NOC(=N1)C1=CC(=NC=C1)N(C(=O)[C@@H]1CC[C@H](CC1)CC(=O)O)CC12CCC(CC1)(CC2)C2=CC(=C(C=C2)OC)C